2-Methyl-2-[4-[3-(4-methylsulfanylphenyl)prop-2-enoyl]phenoxy]propanoic acid CC(C(=O)O)(C)OC1=CC=C(C=C1)C(C=CC1=CC=C(C=C1)SC)=O